5-(2-morpholinopyrimidin-5-yl)-1H-pyrrolo[2,3-b]pyridine O1CCN(CC1)C1=NC=C(C=N1)C=1C=C2C(=NC1)NC=C2